tert-butyl (S)-(1-(4-((2-(1-acetylpiperidin-4-yl)-6-isopropylpyridin-4-yl)amino)-5-carbamoylpyrimidin-2-yl)piperidin-3-yl)carbamate C(C)(=O)N1CCC(CC1)C1=NC(=CC(=C1)NC1=NC(=NC=C1C(N)=O)N1C[C@H](CCC1)NC(OC(C)(C)C)=O)C(C)C